C(=O)(OC(C)(C)C)N[C@@H](C)C(=O)O |r| N-Boc-DL-alanine